6-(2-(5-Cyclopropyl-3-(2,6-dichloro-4-fluorophenyl)isoxazol-4-yl)-7-azaspiro[3.5]non-1-en-7-yl)-4-(trifluoromethyl)chinolin C1(CC1)C1=C(C(=NO1)C1=C(C=C(C=C1Cl)F)Cl)C1=CC2(C1)CCN(CC2)C=2C=C1C(=CC=NC1=CC2)C(F)(F)F